3α-hydroxy-7β-(ethanesulfonamido)-5β-cholanoate O[C@H]1C[C@H]2C[C@@H]([C@H]3[C@@H]4CC[C@H]([C@@H](CCC(=O)[O-])C)[C@]4(CC[C@@H]3[C@]2(CC1)C)C)NS(=O)(=O)CC